O=C1NC(CCC1C1=NN(C2=CC(=CC=C12)NC(CN1CCC2(CC(C2)COC2=CC(=C(C=C2)B2OC(C(O2)(C)C)(C)C)C)CC1)=O)C)=O N-[3-(2,6-dioxo-3-piperidyl)-1-methyl-indazol-6-yl]-2-[2-[[3-methyl-4-(4,4,5,5-tetramethyl-1,3,2-dioxaborolan-2-yl)phenoxy]methyl]-7-azaspiro[3.5]nonan-7-yl]acetamide